C(CCCCCC\C=C/C\C=C/CCCCC)C1(OCC(O1)CCN(C)C)CCCCCCC\C=C/C\C=C/CCCCC 2-(2,2-Di((8Z,11Z)-heptadeca-8,11-dien-1-yl)-1,3-dioxolan-4-yl)-N,N-dimethylethan-1-amine